5-(1-(2,2-difluoroethyl)-1H-benzo[d][1,2,3]triazol-6-yl)-6-fluoro-N-((3R,4R)-3-fluoro-1-(oxetan-3-yl)piperidin-4-yl)-4-methoxypyrrolo[2,1-f][1,2,4]triazin-7-d-2-amine FC(CN1N=NC2=C1C=C(C=C2)C=2C(=C(N1N=C(N=C(C12)OC)N[C@H]1[C@@H](CN(CC1)C1COC1)F)[2H])F)F